N-bromo-saccharin BrN1S(=O)(=O)C2=CC=CC=C2C1=O